9-(3-oxatricyclo[3.2.1.02,4]oct-6-yl)-2,4,8,10-tetraoxa-3-spiro[5.5]undecanone C12C3OC3C(C(C1)C1OCC3(COC(OC3)=O)CO1)C2